COC=1C=C(C=C(C1OC)OC)NC1=CC=NC2=CC(=CC=C12)C#N 4-((3,4,5-trimethoxyphenyl)amino)quinoline-7-carbonitrile